N'-(4-(bis((4-methoxyphenyl)methyl)amino)phenyl)-6-bromo-4-((5-hydroxy-2-adamantyl)amino)pyrrolo[1,2-b]pyridazine-3-carboxamidine COC1=CC=C(C=C1)CN(C1=CC=C(C=C1)N=C(N)C1=C(C=2N(N=C1)C=C(C2)Br)NC2C1CC3CC(CC2C3)(C1)O)CC1=CC=C(C=C1)OC